C(C)(C)(C)OC(=O)N1CC2(C1)CC(C2)OC=2N=NC(=CC2)C(F)(F)F 6-[6-(trifluoromethyl)pyridazin-3-yl]Oxy-2-azaspiro[3.3]Heptane-2-carboxylic acid tert-butyl ester